7-methoxy-2,3-dihydro-1H-quinolin COC1=CC=C2CCCNC2=C1